CN1N=CC(=C1)NC1=NC=C(C=N1)C=O 2-((1-methyl-1H-pyrazol-4-yl)amino)pyrimidine-5-carbaldehyde